C(C)(CC)C1N(CC2=C(NC1=O)C=NC=C2F)C(=O)NC2=NNC=C2 3-(sec-butyl)-6-fluoro-2-oxo-N-(1H-pyrazol-3-yl)-1,2,3,5-tetrahydro-4H-pyrido[3,4-e][1,4]diazepine-4-carboxamide